N-[(1R)-1-(6-Methylpyridazin-3-yl)ethyl]-3-(5-methyl-1,3-thiazol-2-yl)-5-(prop-2-yn-1-yloxy)benzamide CC1=CC=C(N=N1)[C@@H](C)NC(C1=CC(=CC(=C1)OCC#C)C=1SC(=CN1)C)=O